3-(morpholine-4-carbonyl)benzoic acid N1(CCOCC1)C(=O)C=1C=C(C(=O)O)C=CC1